N[C@H](CC1=C(C=2N=NC=C(C2S1)NCC=1SC=C(C1)OC)C)C 6-[(2S)-2-aminopropyl]-N-[(4-methoxythiophen-2-yl)methyl]-7-methylthieno[3,2-c]pyridazin-4-amine